COC(=O)C1=C(N(C(=CC1=O)CBr)CC)C1=CC(=C(C=C1)Cl)Cl 6-(bromomethyl)-2-(3,4-dichlorophenyl)-1-ethyl-4-oxo-pyridine-3-carboxylic acid methyl ester